OCC1=C(N(C2=CC=CC=C12)C1CCN(CC1)[C@@H]1CC[C@@H](CC1)C(C)C)CNS(=O)(=O)C1=CC=C(C=C1)C N-((3-(hydroxymethyl)-1-(1-(cis-4-isopropylcyclohexyl)piperidin-4-yl)-1H-indol-2-yl)methyl)-4-methylbenzenesulfonamide